BrC1=CC(=CC=2N(C=NC21)COCC[Si](C)(C)C)S(=O)(=O)N2CCN(CC2)CCC2=CC=C(C=C2)Cl 2-[[4-bromo-6-[4-[2-(4-chlorophenyl)ethyl]piperazin-1-yl]sulfonyl-benzimidazol-1-yl]methoxy]ethyl-trimethyl-silane